2-(5-Cyclopropylpyrimidin-2-yl)-6-(3-methoxy-2-methylphenyl)-5,6,7,8-tetrahydrophthalazin-1(2H)-one C1(CC1)C=1C=NC(=NC1)N1C(C=2CCC(CC2C=N1)C1=C(C(=CC=C1)OC)C)=O